OC=1C2=C(N=CN1)C=C(C(=N2)N2CCN(CC2)C(=O)OC(C)(C)C)OC tert-butyl 4-(4-hydroxy-7-methoxy-pyrido[3,2-d]pyrimidin-6-yl)piperazine-1-carboxylate